C(C)C1=CC=C(O1)CC1=NC=2N(C=C(NC2CC2=C(C=CC=C2)F)C2=CC=CC=C2)C1=O 2-((5-Ethylfuran-2-yl)methyl)-8-(2-Fluorobenzyl)-6-phenylimidazo[1,2-a]pyrazin-3(7H)-on